1-(((3R,4S)-1-acetyl-3-fluoropiperidin-4-yl)methyl)-4-chloro-N-(3-fluoro-5-(phenylethynyl)pyridin-2-yl)-1H-pyrazole-5-carboxamide C(C)(=O)N1C[C@@H]([C@@H](CC1)CN1N=CC(=C1C(=O)NC1=NC=C(C=C1F)C#CC1=CC=CC=C1)Cl)F